NC=1N=C(SC1C(C1=CC=CC=C1)=O)N(C1=CC=C(C=C1)OCC1=CC=CC=C1)C(C(=O)N)C (N-(4-amino-5-benzoyl-thiazol-2-yl)-4-benzyloxy-anilino)propanamide